C(C)[C@@H]1CN(CCN1)C (3R)-3-ethyl-1-methyl-piperazine